COC=1C=C(C=C(C1)OC)O 3,5-Dimethoxyphenol